The molecule is a trimethylbenzoic acid in which the three methyl substituents are located at positions 2, 4 and 6. It derives from a benzoic acid. It is a conjugate acid of a 2,4,6-trimethylbenzoate. CC1=CC(=C(C(=C1)C)C(=O)O)C